O=C1N(CC2=CC(=CC=C12)CN1CCN(CC1)CC=1C=NC(=NC1)C1=CC=CC=C1)C1C(NC(CC1)=O)=O 3-(1-oxo-5-((4-((2-phenylpyrimidin-5-yl)methyl)piperazin-1-yl)methyl)isoindolin-2-yl)piperidine-2,6-dione